O=C1NC(CCC1N1C(C2=CC=CC(=C2C1=O)OCCCCCNC(C)=O)=O)=O N-(5-{[2-(2,6-dioxopiperidin-3-yl)-1,3-dioxo-2,3-dihydro-1H-isoindol-4-yl]oxy}pentyl)acetamide